N-arachidoyl-methionine tert-butyl-2-(diethoxyphosphoryl)-3-(5-(1,1-difluorooctyl)-1,2,4-oxadiazol-3-yl)propanoate C(C)(C)(C)C(C(=O)O)(CC1=NOC(=N1)C(CCCCCCC)(F)F)P(=O)(OCC)OCC.C(CCCCCCCCCCCCCCCCCCC)(=O)N[C@@H](CCSC)C(=O)O